benzyl (R)-3-((1,3-dioxolan-2-yl)methyl)-3-ethylpiperidine-1-carboxylate O1C(OCC1)C[C@@]1(CN(CCC1)C(=O)OCC1=CC=CC=C1)CC